N-(1-((S)-4-(4-Chloro-3-((R)-2-methylpyrrolidin-1-yl)benzyl)-3-methylpiperazine-1-carbonyl)-1H-pyrazol-3-yl)methanesulfonamide ClC1=C(C=C(CN2[C@H](CN(CC2)C(=O)N2N=C(C=C2)NS(=O)(=O)C)C)C=C1)N1[C@@H](CCC1)C